6-[3-(Difluoromethyl)-4-fluoro-phenyl]-1-[(3,5-difluorophenyl)methyl]pyrazolo[4,3-b]pyridine FC(C=1C=C(C=CC1F)C=1C=C2C(=NC1)C=NN2CC2=CC(=CC(=C2)F)F)F